[Br-].C(CCCCCCCCCCC)N1CN(C=C1)CCCCCCCCCCCC 1,3-didodecyl-imidazole bromide salt